(E)-4-(tert-butyl)-3-(3-nitrostyryl)phenol C(C)(C)(C)C1=C(C=C(C=C1)O)\C=C\C1=CC(=CC=C1)[N+](=O)[O-]